TETRAHYDRO-PYRAN-3,5-DIOL O1CC(CC(C1)O)O